C(C)OC(=O)C1=NN2C(OCC2)=C1 2,3-Dihydropyrazolo[5,1-b][1,3]oxazole-6-carboxylic acid ethyl ester